7-(5-((cis-4-fluoropyrrolidin-3-yl)oxy)pentyl)-1,2,3,4-tetrahydro-1,8-naphthyridine F[C@@H]1[C@@H](CNC1)OCCCCCC1=CC=C2CCCNC2=N1